N1N=NN=C1C=1C=C(C=CC1)C=1N(C(=C(N1)C)C(=O)OCC)O ethyl 2-[3-(1H-tetrazol-5-yl)phenyl]-1-hydroxy-4-methyl-1H-imidazole-5-carboxylate